C(C)OC([C@H](C)OC1=C(C=C(C=C1)Br)C1=NOC(C1OCCCC)C1CC1)=O Ethyl-(2S)-2-[4-bromo-2-(5-cyclopropyl-4-butoxy-4,5-dihydroisoxazol-3-yl)phenoxy]propanoat